[SiH3]O[SiH2]O[SiH3].[P] phosphorus trisiloxane